NC1=NC=2C=C(C(=CC2C2=C1C=NN2C)C(=O)N([C@H]2COC1=C2C=CC(=C1)S(F)(F)(F)(F)F)C)F 4-amino-7-fluoro-N,1-dimethyl-N-((3R)-6-(pentafluoro-lambda~6~-sulfan-yl)-2,3-dihydro-1-benzofuran-3-yl)-1H-pyrazolo[4,3-c]-quinoline-8-carboxamide